4,5-dimethyl-2-(4-methylphenyl)pyridine CC1=CC(=NC=C1C)C1=CC=C(C=C1)C